S(=O)=O Sulphur DiOxide